NC1C(C2CCC1CC2)C(=O)OC Methyl (+/-)-3-aminobicyclo[2.2.2]octane-2-carboxylate